8-fluoro-6-(3-isopropyl-5-(1-(oxetan-3-yl)piperidin-4-yl)-1H-indol-2-yl)-[1,2,4]triazolo[1,5-a]pyridine FC=1C=2N(C=C(C1)C=1NC3=CC=C(C=C3C1C(C)C)C1CCN(CC1)C1COC1)N=CN2